Cl.Cl.FC1=C(C=CC(=C1)[C@H]1CNCC1)C=1N=C2SC3=C(N2C1)C=CC(=C3)C(=O)NCCCN3CCC(CC3)F (S)-2-(2-fluoro-4-(pyrrolidin-3-yl)phenyl)-N-(3-(4-fluoropiperidin-1-yl)propyl)benzo[d]imidazo[2,1-b]thiazole-7-carboxamide dihydrochloride